(4-(4-(cyclopropylamino)-4-oxobutyl)-1-(4-fluorophenyl)-1H-imidazol-2-yl)-3-(1-methyl-1H-pyrazol-4-yl)benzamide C1(CC1)NC(CCCC=1N=C(N(C1)C1=CC=C(C=C1)F)C1=C(C(=O)N)C=CC=C1C=1C=NN(C1)C)=O